methyl 3-chloro-5-(difluoromethyl)benzoate ClC=1C=C(C(=O)OC)C=C(C1)C(F)F